C(C=C)CC(=N)C1=CC=CC=C1 allyl-1-phenylethane-1-imine